4-bromo-2-(1-hydrazinoethyl)pyridine BrC1=CC(=NC=C1)C(C)NN